N-(4-(1H-tetrazol-5-yl)phenyl)-4-(5-(4-ethylbenzyl)-2,4-dioxothiazolidin-3-yl)butanamide N1N=NN=C1C1=CC=C(C=C1)NC(CCCN1C(SC(C1=O)CC1=CC=C(C=C1)CC)=O)=O